(3-chloropyridin-2-yl)hydrazine ClC=1C(=NC=CC1)NN